5-(3-{2-methoxy-6-nitro-4-[5-(trifluoromethyl)-1,2,4-oxadiazol-3-yl]phenoxy}propyl)-N,N-dimethylisoxazole-3-carboxamide COC1=C(OCCCC2=CC(=NO2)C(=O)N(C)C)C(=CC(=C1)C1=NOC(=N1)C(F)(F)F)[N+](=O)[O-]